O1C(CCCC1)C1=C(CO)C=CC=C1 2-(Tetrahydro-2H-pyran-2-yl)benzyl alcohol